FC1=CC=C(CC=2N(C=3C(=C4CC[C@@H](N(C4=CC3)C(=O)OC)C)N2)C2CCCCC2)C=C1 (1R,3R)-3-((S)-2-(4-Fluorobenzyl)-6-(methoxycarbonyl)-7-methyl-6,7,8,9-tetrahydro-3H-imidazo[4,5-f]chinolin-3-yl)cyclohexan